CSC1=NC=C(C=N1)N 2-(methylthio)pyrimidin-5-amine